FC(CN1[C@@H](C=2NC3=CC=CC=C3C2C[C@H]1C)C=1SC(=CC1)OC1CN(C1)CCCF)F (1S,3R)-2-(2,2-Difluoroethyl)-1-(5-((1-(3-fluoropropyl)azetidin-3-yl)oxy)thiophen-2-yl)-3-methyl-2,3,4,9-tetrahydro-1H-pyrido[3,4-b]indole